C(C)(=O)O[C@H]1[C@@H](SC2=C(C=CC(=C2)Br)C#N)O[C@@H]([C@@H]([C@@H]1N=[N+]=[N-])OC(C)=O)COC(C)=O 5-bromo-2-cyanophenyl 2,4,6-tri-O-acetyl-3-azido-3-deoxy-1-thio-alpha-D-galactopyranoside